ClC1=CC=C(C=C1)C1=C(C=CC=C1)CN1CC2C(C1)CN(C2)C(=O)C=2C=C1CN(C(C1=CC2)=O)C2C(NC(CC2)=O)=O 3-(5-(5-((4'-chloro-[1,1'-biphenyl]-2-yl)methyl)octahydropyrrolo[3,4-c]pyrrole-2-carbonyl)-1-Oxoisoindolin-2-yl)piperidine-2,6-dione